C(C1CO1)OC(C(CCC1CO1)(COCC1CO1)C)(CC1CO1)CC1CO1 triglycidyl-neopentyl glycol diglycidyl ether